C(#N)C=1C=CC(=C(C1)NS(=O)(=O)C=1C=C(C(=O)OC)C=CC1OC)N1CC(CCC1)O methyl 3-(N-(5-cyano-2-(3-hydroxypiperidin-1-yl) phenyl) sulfamoyl)-4-methoxybenzoate